NC1=CC=CC(=N1)S(=O)(=O)NC(=O)C=1C(=NC(=CC1)C(=C)C)OC1=C(C=C(C=C1C)C)C N-[(6-Amino-2-pyridyl)sulfonyl]-6-isopropenyl-2-(2,4,6-trimethylphenoxy)pyridin-3-carboxamid